1-(3-trifluoromethylphenyl)-2-aminopropane FC(C=1C=C(C=CC1)CC(C)N)(F)F